(2S,3S)-2-(3-bromobenzyl)-3-(((fluoromethyl)sulfonyl)amino)pyrrolidine-1-carboxylic acid tert-butyl ester C(C)(C)(C)OC(=O)N1[C@H]([C@H](CC1)NS(=O)(=O)CF)CC1=CC(=CC=C1)Br